BrC=1C=CC(=NC1C(F)(F)F)C#N 5-bromo-6-(trifluoromethyl)pyridine-2-carbonitrile